Bis(2-hydroxypropyl)dodecanamide OC(CC(C(=O)N)(CCCCCCCCCC)CC(C)O)C